N-(2-chloro-4-(trifluoromethyl)phenyl)-2-(5-ethyl-2-(4-(methylsulfonyl)phenyl)-7-oxo-6-(piperazin-1-yl)-[1,2,4]triazolo[1,5-a]pyrimidin-4(7H)-yl)acetamide ClC1=C(C=CC(=C1)C(F)(F)F)NC(CN1C=2N(C(C(=C1CC)N1CCNCC1)=O)N=C(N2)C2=CC=C(C=C2)S(=O)(=O)C)=O